5-bromo-7-(phenoxymethyl)benzofuran-3-carboxylic acid ethyl ester C(C)OC(=O)C1=COC2=C1C=C(C=C2COC2=CC=CC=C2)Br